The molecule is a methyl phenyl(piperidin-2-yl)acetate that has R configuration alpha to the carbonyl group and S configuration at the stereocentre bearing the nitrogen. It is an enantiomer of a methyl (S)-phenyl[(R)-piperidin-2-yl]acetate. COC(=O)[C@@H]([C@@H]1CCCCN1)C2=CC=CC=C2